2,6-difluorophenyl-N-methyl-4H-[1,2,4]triazolo[1,5-a][1,4]benzodiazepine-2-carboxamide FC1=C(C(=CC=C1)F)C1C=2N(C3=C(C=N1)C=CC=C3)N=C(N2)C(=O)NC